ClC1=CC=C(S1)CNC1=CC(=NN1C(C(C)(C)C)=O)C1CN(CC1)C(CN1CCOCC1)=O 1-(5-{[(5-Chlorothiophen-2-yl)methyl]amino}-3-{1-[2-(morpholin-4-yl)acetyl]pyrrolidin-3-yl}-1H-pyrazol-1-yl)-2,2-dimethylpropan-1-on